ClC=1N(C=2N(C(C(=C(N2)C(F)(F)F)C=2C=NN(C2)CC(C(F)(F)F)(F)F)=O)C1)C 2-chloro-1-methyl-6-[1-(2,2,3,3,3-pentafluoropropyl)-1H-pyrazol-4-yl]-7-(trifluoromethyl)-1H,5H-imidazo[1,2-a]pyrimidin-5-one